fluoro-L-alpha-methyl-tyrosine FN[C@@](CC1=CC=C(C=C1)O)(C(=O)O)C